methyl 6-(((1-ethyl-1H-imidazol-5-yl)methyl)amino)-5-nitropicolinate C(C)N1C=NC=C1CNC1=C(C=CC(=N1)C(=O)OC)[N+](=O)[O-]